(3s,5s)-3-[6-[2-cyano-3-[[ethyl(methyl)sulfamoyl]amino]-6-fluoro-phenoxy]-4-oxo-quinazolin-3-yl]-1-oxa-7-azaspiro[4.4]nonane C(#N)C1=C(OC=2C=C3C(N(C=NC3=CC2)[C@@H]2CO[C@@]3(C2)CNCC3)=O)C(=CC=C1NS(N(C)CC)(=O)=O)F